2-(3-methoxyphenyl)quinoline-4-carboxylic acid methyl ester COC(=O)C1=CC(=NC2=CC=CC=C12)C1=CC(=CC=C1)OC